[C@]1([C@H](O)[C@H](O)[C@@H](CO)O1)(N1C=NC=2C(S)=NC=NC12)C(=O)[O-] thioinosinate